ClC1=CC=C(C2=C1C=CO2)C(OC2=CC=CC(=N2)C2=CCC(CC2)CC(=O)[O-])([2H])[2H] 2-(4-(6-((4-chlorobenzofuran-7-yl)methoxy-d2)pyridin-2-yl)cyclohex-3-en-1-yl)acetate